O=C1N(CCCCC1)C1=CC=C(C(=O)NC2=CC(=CC=C2)C#CC2=NC=CC=C2)C=C1 4-(2-OXOAZEPAN-1-YL)-N-(3-(PYRIDIN-2-YLETHYNYL)PHENYL)BENZAMIDE